2-butyl-2-ethyl-1,3-O-bis[(3-ethyloxetan-3-yl)methyl]Propane-1,3-diol C(CCC)C(C(O)CC1(COC1)CC)(COCC1(COC1)CC)CC